methyl 3,4,5-trimethylcyclohexylformate CC1CC(CC(C1C)C)C(=O)OC